N-(4-(((6-(4-aminopiperidin-1-yl)-3,5-dicyano-4-ethylpyridin-2-yl)thio)methyl)-2-methoxyphenyl)acrylamide NC1CCN(CC1)C1=C(C(=C(C(=N1)SCC1=CC(=C(C=C1)NC(C=C)=O)OC)C#N)CC)C#N